2-(2,6-difluorobenzyl)-8-(2-(difluoromethoxy)pyridin-4-yl)-7-(oxazol-2-yl)-[1,2,4]triazolo[1,5-c]pyrimidin-5-amine FC1=C(CC2=NN3C(=NC(=C(C3=N2)C2=CC(=NC=C2)OC(F)F)C=2OC=CN2)N)C(=CC=C1)F